tert-butyl (R)-4-(fluoromethyl)-1,2,3-oxathiazolidine-3-carboxylate 2,2-dioxide FC[C@@H]1N(S(OC1)(=O)=O)C(=O)OC(C)(C)C